2-hydroxy-N-[(2S,3S,4R)-1,3,4-trihydroxy-2-octadecanyl]octadecanamide OC(C(=O)N[C@@H](CO)[C@@H]([C@@H](CCCCCCCCCCCCCC)O)O)CCCCCCCCCCCCCCCC